7a-(tert-butyl) 2-methyl (2S,3R,7aR)-3-(1-(tetrahydro-2H-pyran-2-yl)-1H-pyrazol-3-yl)tetrahydro-1H-pyrrolizine-2,7a(5H)-dicarboxylate O1C(CCCC1)N1N=C(C=C1)[C@H]1[C@H](C[C@]2(CCCN12)C(=O)OC(C)(C)C)C(=O)OC